[6-[(E)-2-(aminomethyl)-3-fluoro-allyloxy]-1-oxo-3,4-dihydroisoquinolin-2-yl]-N-(2-methylsulfonylethyl)acetamide hydrochloride Cl.NC/C(/COC=1C=C2CCN(C(C2=CC1)=O)CC(=O)NCCS(=O)(=O)C)=C\F